3-{trifluoromethyl}pyridine aluminum (ethyl-acetoacetate) C(C)CC(CC(=O)[O-])=O.[Al+3].FC(C=1C=NC=CC1)(F)F.C(C)CC(CC(=O)[O-])=O.C(C)CC(CC(=O)[O-])=O